3,7-dichloro-5-((4-methoxybenzyl)thio)-1,6-naphthyridine ClC=1C=NC2=CC(=NC(=C2C1)SCC1=CC=C(C=C1)OC)Cl